((2R,3R,4S,5R,6R)-3,5-dihydroxy-2-(hydroxymethyl)-4-(4-(3,4,5-trifluorophenyl)-1H-1,2,3-triazol-1-yl)-1-oxa-8-azaspiro[5.5]undecan-8-yl)(pyridin-4-yl)methanone O[C@H]1[C@H](O[C@@]2([C@@H]([C@H]1N1N=NC(=C1)C1=CC(=C(C(=C1)F)F)F)O)CN(CCC2)C(=O)C2=CC=NC=C2)CO